(4-(1,4-diazepan-1-yl)pyridin-2-yl)-5-fluoro-4-(8-fluoro-4-isopropyl-3,4-dihydro-2H-benzo[b][1,4]oxazin-6-yl)pyrimidin-2-amine N1(CCNCCC1)C1=CC(=NC=C1)C1=C(C(=NC(=N1)N)C1=CC2=C(OCCN2C(C)C)C(=C1)F)F